N-(5-bromo-4-methoxy-1-methyl-1H-indazol-3-yl)-1,1-diphenylmethanimine BrC=1C(=C2C(=NN(C2=CC1)C)N=C(C1=CC=CC=C1)C1=CC=CC=C1)OC